(E)-4-((2-(3,5-difluoro-4-((6S,8R)-8-methyl-7-(2,2,2-trifluoroethyl)-6,7,8,9-tetrahydro-3H-pyrazolo[4,3-f]isoquinolin-6-yl)phenoxy)ethyl)amino)but-2-enoic acid FC=1C=C(OCCNC/C=C/C(=O)O)C=C(C1[C@H]1N([C@@H](CC2=C3C(=CC=C12)NN=C3)C)CC(F)(F)F)F